1-(3-(2-aminopyrimidin-5-yl)-4-methyl-1-phenyl-1H-pyrazol-5-yl)-3-((3S,4R)-4-(3,4-difluorophenyl)-1-(2-methoxyethyl)pyrrolidin-3-yl)urea NC1=NC=C(C=N1)C1=NN(C(=C1C)NC(=O)N[C@@H]1CN(C[C@H]1C1=CC(=C(C=C1)F)F)CCOC)C1=CC=CC=C1